CN1N=CC(=C1)N(S(=O)(=O)NC(=O)N)C1CN(CCC1)C 1-[(1-methyl-1H-pyrazol-4-yl)(1-methylpiperidin-3-yl)sulfamoyl]Urea